ClC=1C2=C(N=CN1)C=NC(=C2)C2CN(CCC2)C(=O)OC(C)(C)C tert-Butyl 3-(4-chloropyrido[3,4-d]pyrimidin-6-yl)piperidine-1-carboxylate